N-(2-(diethylamino)ethyl)-5-(4-hydroxy-3-methoxyphenyl)thiophene-2-carboxamide C(C)N(CCNC(=O)C=1SC(=CC1)C1=CC(=C(C=C1)O)OC)CC